ClC1=CC=C(C=C1)N1N=C(C(=C1)CN1CCC2(CC1)COC1=C3CN(C(C3=CC=C12)=O)[C@@H]1C(NC(CC1)=O)=O)C(F)(F)F (S)-3-(1'-((1-(4-chlorophenyl)-3-(trifluoromethyl)-1H-pyrazol-4-yl)methyl)-6-oxo-6,8-dihydro-2H,7H-spiro[furo[2,3-e]isoindole-3,4'-piperidin]-7-yl)piperidine-2,6-dione